3-{4-[4-(piperazin-1-ylmethyl)piperidin-1-yl]phenyl}piperidine N1(CCNCC1)CC1CCN(CC1)C1=CC=C(C=C1)C1CNCCC1